C(C)NCCCCN N-ethyl-1,4-butylenediamine